[C@H]1(CCC2=CC=CC=C12)NC1=C2N=CN(C2=NC=N1)[C@@H]1SC[C@H]([C@H]1O)O (2R,3R,4S)-2-(6-(((R)-2,3-dihydro-1H-indene-1-yl)amino)-9H-purin-9-yl)tetrahydrothiophene-3,4-diol